C(C1=CC=CC=C1)N1CCOC2=C1C=C(C=C2)NS(=O)(=O)NC2=CC=C1C=CNC1=C2 4-benzyl-N-(1H-indol-6-ylaminosulfonyl)-2,3-dihydro-1,4-benzoxazin-6-amine